(1-(difluoromethyl)cyclopropyl)acetamide FC(C1(CC1)CC(=O)N)F